O=C[C@@]1(C)CCCC(C)=C1\C=C\C(\C)=C\C=C\C(\C)=C\C=C\C=C(/C)\C=C\C=C(/C)\C=C\C1C(C)=CCCC1(C)C keto-α-carotene